BrC1=NC(=CC(=C1)C)SC 2-bromo-4-methyl-6-(methylsulfanyl)pyridine